BrC1=CC=C(OC2=C(C=NN2C)CO)C=C1 (5-(4-bromophenoxy)-1-methyl-1H-pyrazol-4-yl)methanol